BrC=1C=C(C2=C(N(N=N2)C2=CC=C3C(=NNC3=C2)COC(C(=O)O)(C(=O)O)CC2=CC=C(C=C2)C(C)(C)C#N)C1)F ((6-(6-bromo-4-fluoro-1H-benzo[d][1,2,3]triazol-1-yl)-1H-indazol-3-yl)methoxy)-2-(4-(2-cyanopropan-2-yl)benzyl)malonic acid